N[C@@H](C)C(=O)N1CCC2(C[C@@H](NC2=O)CCN2CCN(CC2)C2=CC=C(C=C2)F)CC1 (R)-8-(L-alanyl)-3-(2-(4-(4-fluorophenyl)piperazin-1-yl)ethyl)-2,8-diazaspiro[4.5]decan-1-one